N1C(CCCC2=C1C=CC=C2)=O 2,3,4,5-tetrahydro-1H-benzoazepin-2-One